COC=1C(=C(C(=C(C1)S(=O)(=O)O)OC)OC)OC.C1(=CC=CC=C1)[Na] phenylsodium tetramethoxybenzenesulfonate